3-(3-chloro-4-((2-methyl-1H-imidazol-1-yl)methyl)phenyl)-5-isobutyl-N-methoxythiophene-2-sulfonamide ClC=1C=C(C=CC1CN1C(=NC=C1)C)C1=C(SC(=C1)CC(C)C)S(=O)(=O)NOC